C(CCC)[Sn](C1=CN=NN1[C@@H]1CN(CC1)C(=O)OC(C)(C)C)(CCCC)CCCC Tert-Butyl (S)-3-(5-(tributylstannyl)-1H-1,2,3-triazol-1-yl)pyrrolidine-1-carboxylate